FC1=C2C=CC=NC2=CC=C1 5-fluoroquinoline